(E)-N-(3-(N-((1,2,3,5,6,7-hexahydro-s-indacen-4-yl)carbamoyl)sulfamoyl)allyl)-N-methylcyclopropanesulfonamide C1CCC2=C(C=3CCCC3C=C12)NC(=O)NS(=O)(=O)/C=C/CN(S(=O)(=O)C1CC1)C